(4-naphthalen-1-yl-phenyl)-(4-phenanthrene-9-yl-phenyl)-[1,1':2',1'']terphenyl-4'-yl-amine C1(=CC=CC2=CC=CC=C12)C1=CC=C(C=C1)N(C=1C=C(C(=CC1)C1=CC=CC=C1)C1=CC=CC=C1)C1=CC=C(C=C1)C=1C2=CC=CC=C2C=2C=CC=CC2C1